3-guanidino-5-ethyl-1H-1,2,4-triazole N(C(=N)N)C1=NNC(=N1)CC